3-benzylidene-6-[(5-tert-butyl-1H-imidazol-4-yl)methylene]piperazine-2,5-dione-d1 C(C1=CC=CC=C1)=C1C(N(C(C(N1)=O)=CC=1N=CNC1C(C)(C)C)[2H])=O